3-[7-[3-[(2R)-2-(aminomethyl)morpholin-4-yl]propyl]-2-oxo-1,3-benzoxazol-3-yl]piperidine-2,6-dione NC[C@@H]1CN(CCO1)CCCC1=CC=CC=2N(C(OC21)=O)C2C(NC(CC2)=O)=O